methyl morpholin-2-carboxylate N1CC(OCC1)C(=O)OC